F[P-](F)(F)(F)(F)F.N1(N=NC2=C1N=CC=C2)O[P+](N2CCCC2)(N2CCCC2)N2CCCC2 ((7-azabenzotriazol-1-yl)oxy)Tris(pyrrolidinyl)phosphonium hexafluorophosphate